C(C)OC(=O)C1=CN(C=C(C1=O)OCC1=CC=CC=C1)[C@@H](CC=1C(=NC(=C(C1)OCCCOC)Cl)I)C(C)(C)C (S)-5-(benzyloxy)-1-(1-(6-chloro-2-iodo-5-(3-methoxypropoxy)pyridin-3-yl)-3,3-dimethylbut-2-yl)-4-oxo-1,4-dihydropyridine-3-carboxylic acid ethyl ester